C(C)OC(=O)C1=CN=CS1 thiaAzole-5-carboxylic acid ethyl ester